1-phenyl-2,4,6-trioxo-hexahydropyrimidine C1(=CC=CC=C1)N1C(NC(CC1=O)=O)=O